C(C)(C)(C)C1=CC=C(C=C1)N1N=CC2=C(C=CC=C12)C=1C(=C(C(=O)N)C=C(C1)CNC(=O)C1CC1)Cl [1-(4-tert-butylphenyl)-1H-indazol-4-yl]-2-chloro-5-{[(cyclopropylcarbonyl)amino]methyl}benzamide